5-cyano-6-(difluoromethyl)-3,4-dimethylpyridine-2-carboxylic acid C(#N)C=1C(=C(C(=NC1C(F)F)C(=O)O)C)C